2-(2-((6-chloropyrimidin-4-yloxy)methyl)-6-cyclopropylimidazo[1,2-a]Pyridin-8-yl)acetic acid ethyl ester C(C)OC(CC=1C=2N(C=C(C1)C1CC1)C=C(N2)COC2=NC=NC(=C2)Cl)=O